(2S,4R)-1-[(2S)-3,3-dimethyl-2-(4-quinoxalin-2-yltriazol-1-yl)butanoyl]-4-hydroxy-N-methyl-pyrrolidine-2-carboxamide CC([C@@H](C(=O)N1[C@@H](C[C@H](C1)O)C(=O)NC)N1N=NC(=C1)C1=NC2=CC=CC=C2N=C1)(C)C